tert-Butyl 4-(5-((4-((((benzyloxy)carbonyl)(methyl)amino)methyl)-6-(3,5-dichlorophenyl)pyridin-2-yl)oxy)pyridin-2-yl)piperazine-1-carboxylate C(C1=CC=CC=C1)OC(=O)N(C)CC1=CC(=NC(=C1)C1=CC(=CC(=C1)Cl)Cl)OC=1C=CC(=NC1)N1CCN(CC1)C(=O)OC(C)(C)C